[NH4+].N(=O)N(O)C1=CC=C(C=C1)CS nitroso(4-mercaptomethylphenyl)-hydroxylamine ammonium